C1=NS(C=CC2=C1C=CC=C2)NC(C2=CC=C(C=C2)C2=CC=NC=C2)=O N-(benzo[d][1,2]thiazepin-3-yl)-4-(pyridin-4-yl)benzamide